Pentaerythritol tetrakis[3-(3,5-di-t-butyl-4-hydroxyphenoxy)propionate] Phosphorus [P].C(C)(C)(C)C=1C=C(OCCC(=O)OCC(COC(CCOC2=CC(=C(C(=C2)C(C)(C)C)O)C(C)(C)C)=O)(COC(CCOC2=CC(=C(C(=C2)C(C)(C)C)O)C(C)(C)C)=O)COC(CCOC2=CC(=C(C(=C2)C(C)(C)C)O)C(C)(C)C)=O)C=C(C1O)C(C)(C)C